OC(CC=NO)(CCCC)C 3-hydroxy-3-methyl-heptanaldoxime